Di(tert-butyl)(2,6-dimethoxyphenyl)phosphine C(C)(C)(C)P(C1=C(C=CC=C1OC)OC)C(C)(C)C